ClC=1C=C(OC2=C(C=C(C=N2)C(=O)N[C@@H](CO)C)C2=CC(=CC=C2)F)C=CC1 6-(3-chlorophenoxy)-5-(3-fluorophenyl)-N-[(2R)-1-hydroxypropan-2-yl]pyridine-3-carboxamide